CC1=C(C=C(C=C1)[C@]12[C@@H]([C@H]([C@@H]([C@](CO1)(O2)C(C)(C)O)O)O)O)CC2=CC=C(C=C2)CCCC(=O)O 4-[4-[[2-methyl-5-[(1S,2S,3S,4R,5S)-2,3,4-trihydroxy-1-(1-hydroxy-1-methyl-ethyl)-6,8-dioxabicyclo[3.2.1]octan-5-yl]phenyl]methyl]phenyl]butanoic acid